ClC1=CC=2N(C=C1)C=NC2CC(=O)N (7-chloroimidazo[1,5-a]pyridin-1-yl)acetamide